C(C)(=O)C1(CCCCC1)OS(=O)(=O)OOS(=O)(=O)OC1(CCCCC1)C(C)=O acetyl-cyclohexyl-sulfoperoxide